1-[2,7-Bis[2-[(2R,3S,4R,5S,6R)-3,4,5-trihydroxy-6-(hydroxymethyl)tetrahydropyran-2-yl]ethynyl]spiro[fluorene-9,4-piperidine]-1-yl]ethanone O[C@@H]1[C@H](O[C@@H]([C@H]([C@@H]1O)O)CO)C#CC1=C(C2=C(C=C1)C1=CC=C(C=C1C21CCNCC1)C#C[C@H]1O[C@@H]([C@H]([C@@H]([C@@H]1O)O)O)CO)C(C)=O